NCCN1CC(CC1)NC(OC(C)(C)C)=O Tert-butyl (1-(2-aminoethyl)pyrrolidin-3-yl)carbamate